C(C)(C)(C)OC(=O)N1[C@H](CC(C[C@H]1C)CCBr)C.F[B-](F)(F)F.C(C)[N+](CCOC)(C)CC N,N-Diethyl-N-methyl-N-(2-methoxyethyl)ammonium tetrafluoroborate t-butyl-(2S,6R)-4-(2-bromoethyl)-2,6-dimethylpiperidine-1-carboxylate